COC1=C(CN2CC(C2)(C(=O)O)C)C(=CC(=C1)C1=CN(C(C2=CN=CC=C12)=O)C)OC 1-(2,6-Dimethoxy-4-(2-Methyl-1-Oxo-1,2-Dihydro-2,7-Naphthyridin-4-Yl)Benzyl)-3-Methylazetidine-3-Carboxylic Acid